diallyl disulphide C(C=C)SSCC=C